Acetoxy-[[2-(bis-o-tolylphosphanyl)phenyl]methyl]palladium C(C)(=O)O[Pd]CC1=C(C=CC=C1)P(C1=C(C=CC=C1)C)C1=C(C=CC=C1)C